C[Si](N([Si](C)(C)C)CCC[Si](OCC)(OCC)C)(C)C N,N-Bis(trimethylsilyl)aminopropylmethyldiethoxysilan